CC1=C(C(=O)P(O)(=O)C2=CC=CC=C2)C(=CC(=C1)C)C (2,4,6-trimethylbenzoyl)phenylphosphinic acid